[C@@H]1([C@@H](O)[C@@H](O)[C@H](O)[C@H](O1)CO)O[C@H]1[C@@H](O[C@H]([C@@H]([C@H]1O)O)C)O[C@H]([C@H]([C@H](C=O)O)O)[C@@H](O)C β-D-Mannopyranosyl-(1→2)-α-L-rhamnopyranosyl-(1→4)-L-rhamnose